2,6-bis(tert-butoxycarbonyl)-2,6-diazaspiro[3.4]octane-8-carboxylic acid C(C)(C)(C)OC(=O)N1CC2(C1)CN(CC2C(=O)O)C(=O)OC(C)(C)C